(2S)-1-[2-[(3R)-3-[(6-chloro-4-quinolyl)amino]pyrrolidin-1-yl]acetyl]pyrrolidine-2-carbonitrile ClC=1C=C2C(=CC=NC2=CC1)N[C@H]1CN(CC1)CC(=O)N1[C@@H](CCC1)C#N